[Si](C)(C)(C(C)(C)C)[C@@]1(C[C@H](O)[C@@H](CO)O1)N1C=C(C=2C(=O)NC(N)=NC12)S(=O)(=O)C (tert-butyldimethylsilyl)-7-(methanesulfonyl)-7-deaza-2'-deoxyguanosine